CN(CCCOC=1C=C(C=CC1)N1N=C(C2=C1N(C([C@H]([C@@H]2C2=CC=C(C=C2)F)NC(C2=CC(=CC=C2)C(F)(F)F)=O)=O)CC)C)C |r| N-[rac-(4R,5S)-1-[3-[3-(dimethylamino)propoxy]phenyl]-7-ethyl-4-(4-fluorophenyl)-3-methyl-6-oxo-4,5-dihydropyrazolo[3,4-b]pyridine-5-yl]-3-(trifluoromethyl)benzamide